F[C@H]1CN(C[C@H]1C1=CC=C(C=C1)OC)[C@@H]1CC[C@H](CC1)OC (3R,4R)-3-fluoro-1-(trans-4-methoxycyclohexyl)-4-(4-methoxyphenyl)pyrrolidin